(R)-N-(3-(5-fluoro-2-(2-fluoro-3-(methylsulfonyl)phenyl-amino)pyrimidin-4-yl)-1H-indol-7-yl)-3-methoxy-2-(4-methylpiperazin-1-yl)propanamide FC=1C(=NC(=NC1)NC1=C(C(=CC=C1)S(=O)(=O)C)F)C1=CNC2=C(C=CC=C12)NC([C@@H](COC)N1CCN(CC1)C)=O